tert-butyl 3-{[(tert-butoxy)carbonyl]amino}-5-[(1R,3R)-3-[4-(trifluoromethyl)phenyl]cyclobutoxy]-1H-indole-1-carboxylate C(C)(C)(C)OC(=O)NC1=CN(C2=CC=C(C=C12)OC1CC(C1)C1=CC=C(C=C1)C(F)(F)F)C(=O)OC(C)(C)C